(S)-N-((S)-1-(4-bromopyridin-3-yl)pent-4-en-1-yl)-2-methylpropane-2-sulfinamide BrC1=C(C=NC=C1)[C@H](CCC=C)N[S@@](=O)C(C)(C)C